C(C1=CC=CC=C1)N([C@@H]([C@@H](CC)B1OC(C(O1)(C)C)(C)C)C1=CC(=CC=C1)C(F)(F)F)CC1=CC=CC=C1 (1S,2R)-N,N-dibenzyl-2-(4,4,5,5-tetramethyl-1,3,2-dioxaborolan-2-yl)-1-(3-(trifluoromethyl)phenyl)butan-1-amine